NCCC=C(C(=O)OCCCC)C butyl aminoethyl-methacrylate